C(C)N(CCC#N)C1=CC=C(C=C1)N=NC1=CC=C(C=C1)[N+](=O)[O-] 3-[N-ethyl-4-(4-nitrophenylazo)phenylamino]Propionitrile